C1(CC1)C(=O)N1CCN(CC1)C(CCC=1NC(C2=C(C=CC(=C2C1)C)F)=O)=O 3-(3-(4-(cyclopropanecarbonyl)piperazin-1-yl)-3-oxopropyl)-8-fluoro-5-methylisoquinolin-1(2H)-one